Bis-pyrrolidino-phenylphosphine N1(CCCC1)P(C1=CC=CC=C1)N1CCCC1